C(C(=C)C)(=O)OCCCCCCCC\C=C\CCCCCCCC elaidyl methacrylate